C(C)N(C1=CC=C(C=C1)C#C)CC N,N-diethyl-4-ethynylaniline